4-{[3-(8-{[(3S,4R)-3-fluoro-1-methylpiperidin-4-yl]amino}-3-[(trifluoromethyl)sulfanyl]indolizin-2-yl)prop-2-yn-1-yl]amino}benzoic acid F[C@H]1CN(CC[C@H]1NC1=CC=CN2C(=C(C=C12)C#CCNC1=CC=C(C(=O)O)C=C1)SC(F)(F)F)C